morpholine-4-carboximidothioic acid methyl ester CSC(=N)N1CCOCC1